[Fe].CN1N=C(C(=C1)N)NC=1C=NC(=CC1)OC1=CC=CC2=C1C1(CC1)CO2 1-methyl-N3-(6-spiro[2H-benzofuran-3,1'-cyclopropane]-4-yloxy-3-pyridyl)pyrazole-3,4-diamine Iron